NC=1C=C2C(=NC1C(=O)OC)N(C=C2C#N)C2=NC=CC=C2F methyl 5-amino-3-cyano-1-(3-fluoro-2-pyridyl)pyrrolo[2,3-b]pyridine-6-carboxylate